(5-methyl-2-oxo-1,3-dioxolen-4-yl) methoxycarbonyloxymethyl carbonate C(OC=1OC(OC1C)=O)(OCOC(=O)OC)=O